3-bromo-7-fluoro-1-(trifluoromethyl)-6,7-dihydroindolizin-8(5H)-one BrC1=CC(=C2C(C(CCN12)F)=O)C(F)(F)F